C(C)(C)(C)N1C(=NC2=C1C=C(C(=C2)C)C#N)NC(CC(C)(C)O)=O N-(1-(tert-butyl)-6-cyano-5-methyl-1H-benzo[d]imidazol-2-yl)-3-hydroxy-3-methylbutanamide